(S)-4-(4,4-difluoro-2-methylpyrrolidine-1-carbonyl)-N-(1-hydroxy-2-methylpropan-2-yl)thiazole-2-carboxamide FC1(C[C@@H](N(C1)C(=O)C=1N=C(SC1)C(=O)NC(CO)(C)C)C)F